C(C1=CC=CC=C1)(=O)C1=CC=C(C(=O)NCC=2C=C3CN(C(C3=CC2)=O)C2C(NC(CC2)=O)=O)C=C1 4-benzoyl-N-((2-(2,6-dioxopiperidin-3-yl)-1-oxoisoindolin-5-yl)methyl)benzamide